dirhodium(II) tetrakis[methyl 2-pyrrolidone-5(S)-carboxylate] CN1C(CC[C@H]1C(=O)[O-])=O.CN1C(CC[C@H]1C(=O)[O-])=O.CN1C(CC[C@H]1C(=O)[O-])=O.CN1C(CC[C@H]1C(=O)[O-])=O.[Rh+2].[Rh+2]